N1=CN=CC2=C1SC=C2 thieno[2,3-d]Pyrimidin